tert-Butyl [(3-bromophenyl)sulfonyl]acetate BrC=1C=C(C=CC1)S(=O)(=O)CC(=O)OC(C)(C)C